(R)-5-(3-((1-(2,4-difluorophenyl)ethyl)amino)-1,2,4-triazin-6-yl)-3-methylbenzo[d]oxazol-2(3H)-one FC1=C(C=CC(=C1)F)[C@@H](C)NC=1N=NC(=CN1)C=1C=CC2=C(N(C(O2)=O)C)C1